ISOPROPYL ISOBUTYRATE C(C(C)C)(=O)OC(C)C